methyl O-(2-((6-(bis(tert-butoxycarbonyl) amino)-9H-purin-9-yl) methyl)-3,4-difluorophenyl)-N-(tert-butoxycarbonyl)-L-homoserinate C(C)(C)(C)OC(=O)N(C1=C2N=CN(C2=NC=N1)CC1=C(C=CC(=C1F)F)OCC[C@H](NC(=O)OC(C)(C)C)C(=O)OC)C(=O)OC(C)(C)C